5-(5-(3,5-dichloro-4-fluorophenyl)-5-(trifluoromethyl)-4,5-dihydroisoxazol-3-yl)-3-methyl-N-(thiazol-2-ylmethyl)-5,6-dihydro-4H-thieno[2,3-c]pyrrole-2-carboxamide ClC=1C=C(C=C(C1F)Cl)C1(CC(=NO1)N1CC2=C(C1)C(=C(S2)C(=O)NCC=2SC=CN2)C)C(F)(F)F